COC1=C2C(=NC(=NC2=CC=C1)NC(=N)NC1CCN(CC1)C)C 1-(5-Methoxy-4-methylquinazolin-2-yl)-3-(1-methylpiperidin-4-yl)guanidine